benzotriazol-1-oxy-tris(pyrrolidino)phosphorus hexafluorophosphate F[P-](F)(F)(F)(F)F.N1(N=NC2=C1C=CC=C2)O[P+](N2CCCC2)(N2CCCC2)N2CCCC2